2-carboxy-1,2,3-triazole C(=O)(O)N1N=CC=N1